C(C(=C)C)(=O)OCCC[Si](OC)(C)C γ-methacryloxypropyl-dimethylmethoxysilane